(1S,3S)-3-((6-(3-(((5-(cyclobutylmethyl)-1,2,4-oxadiazol-3-yl)amino)methyl)-5-fluorothien-2-yl)-2-methylpyridin-3-yl)oxy)cyclohexanecarboxylic acid C1(CCC1)CC1=NC(=NO1)NCC1=C(SC(=C1)F)C1=CC=C(C(=N1)C)O[C@@H]1C[C@H](CCC1)C(=O)O